4-(2-methanesulfonylpropan-2-yl)-6-[(3R)-3-methylmorpholin-4-yl]-N-[1-(oxan-2-yl)-1H-pyrazol-5-yl]pyridin-2-amine CS(=O)(=O)C(C)(C)C1=CC(=NC(=C1)N1[C@@H](COCC1)C)NC1=CC=NN1C1OCCCC1